C(CC(=O)[O-])(=O)OCC=CC1=NOC2=C1C=C(C=C2C2=CC=CC=C2)Cl 3-(5-chloro-7-phenylbenzo[d]isoxazol-3-yl)allyl malonate